C(C1=CC=CC=C1)OCCNS(=O)(=O)C1=C(C(=O)NC2=CC=C(C=C2)S(=O)(=O)N2CCN(CC2)C2=CC(=CC=C2)C(F)(F)F)C=CC=C1 2-(N-(2-(benzyloxy)ethyl)sulfamoyl)-N-(4-((4-(3-(trifluoromethyl)phenyl)piperazin-1-yl)sulfonyl)-phenyl)benzamide